FC=1C(=C2C=CNC2=CC1)C 5-Fluoro-4-methyl-1H-indole